2-(4-bromophenyl)-9H-xanthen-9-one BrC1=CC=C(C=C1)C1=CC=2C(C3=CC=CC=C3OC2C=C1)=O